CN1N=CC2=C1NC1=C(N(C2)C(=O)C2=CC=C(C=C2)C)C=CC=C1 (1-Methyl-4,10-dihydrobenzo[b]pyrazolo[3,4-e][1,4]diazepin-5(1H)-yl)(p-tolyl)methanone